1-bromo-3-iodo-5-butylbenzene BrC1=CC(=CC(=C1)CCCC)I